5-oxo-1-phenylpyrrolidine-3-carboxylic acid O=C1CC(CN1C1=CC=CC=C1)C(=O)O